C(C)(C)(C)C1=CC(=NN1[C@@H]1[C@@H](CC1)O)NC=1N(C=2C(=NC=C(C2Cl)OC=2C=NN3C2C=NC=C3)N1)C (1R,2S)-2-(5-(tert-butyl)-3-((7-chloro-1-methyl-6-(pyrazolo[1,5-a]pyrazin-3-yloxy)-1H-imidazo[4,5-b]pyridin-2-yl)amino)-1H-pyrazol-1-yl)cyclobutan-1-ol